methyl 1-methyl-9H-pyrido[3,4-b]indole-3-carboxylate CC1=NC(=CC2=C1NC1=CC=CC=C21)C(=O)OC